FC1=C(C(=O)O)C(=CC=C1NS(=O)(=O)CCOC)F 2,6-difluoro-3-((2-methoxyethyl)sulfonamido)benzoic acid